C1(CC1)C=1C=CC=C2C=CN(C12)C(=O)OC(C)(C)C tert-butyl 7-cyclopropylindole-1-carboxylate